tert-butyl N-[(1S)-1-[3-(4-chlorophenyl)-1,2,4-oxadiazol-5-yl]ethyl]carbamate ClC1=CC=C(C=C1)C1=NOC(=N1)[C@H](C)NC(OC(C)(C)C)=O